C(#N)C(C)(C)C1=CC=2N(C=C1)C(=CN2)C2=CC(=C(C(=O)NCC)C(=C2)OC)OC 4-[7-(1-cyano-1-methyl-ethyl)imidazo[1,2-a]pyridin-3-yl]-N-ethyl-2,6-dimethoxy-benzamide